tert-butyl (2S)-4-bromo-2-[[(9H-fluoren-9-ylmethoxy)carbonyl]amino]butanoate BrCC[C@@H](C(=O)OC(C)(C)C)NC(=O)OCC1C2=CC=CC=C2C=2C=CC=CC12